C1(CC1)CC(C(C)(N)C)NC1(CC1)C1=CC(=C(C=C1)F)C(F)(F)F 1-(cyclopropyl-methyl)-N1-(1-(4-fluoro-3-(trifluoromethyl)phenyl)cyclopropyl)-2-methyl-propane-1,2-diamine